N,N-diethyl-2-aminoethylmethacrylate C(C)N(CCOC(C(=C)C)=O)CC